2,4,6-tris(dimethylaminotert-butyl)phenol CN(C)CC(C)(C)C1=C(C(=CC(=C1)C(CN(C)C)(C)C)C(CN(C)C)(C)C)O